4-((R)-4-((1R,5S)-3,8-diazabicyclo[3.2.1]oct-3-yl)-6-chloro-8-fluoro-2-(((R)-1-(2-methoxyethyl)pyrrolidin-2-yl)methoxy)quinazolin-7-yl)-2-aminobenzo[b]selenophene-3-Nitrile [C@H]12CN(C[C@H](CC1)N2)C2=NC(=NC1=C(C(=C(C=C21)Cl)C2=CC=CC=1[Se]C(=C(C12)C#N)N)F)OC[C@@H]1N(CCC1)CCOC